S1C(=NC2=C1C=CC=C2)C(CC2=CC(=CC=C2)C(N)=N)NS(=O)(=O)C=2C=C(NC(CNC(OC(C)(C)C)=O)=O)C=CC2 tert-butyl N-[2-[3-[[1-(1,3-benzothiazol-2-yl)-2-(3-carbamimidoylphenyl)ethyl]sulfamoyl]anilino]-2-oxo-ethyl]carbamate